4-chloro-N-methyl-N-(1-(3-(4-(3-(thiophen-2-yl)propenoyl)phenoxy)propyl)piperidin-4-yl)benzenesulfonamide ClC1=CC=C(C=C1)S(=O)(=O)N(C1CCN(CC1)CCCOC1=CC=C(C=C1)C(C=CC=1SC=CC1)=O)C